3-((3-methoxy-5-nitrophenyl)amino)tetrahydrothiophene 1,1-dioxide COC=1C=C(C=C(C1)[N+](=O)[O-])NC1CS(CC1)(=O)=O